C(C)(C)(C)OC(=O)N1C[C@@H]([C@@H](CC1)N(C1=CC=C(C=C1)Cl)C)C (3S,4R)-4-(4-chloro-N-methyl-anilino)-3-methyl-piperidine-1-carboxylic acid tert-butyl ester